C(C)(C)(C)OC(=O)N[C@H]1CN(CC[C@@H]2N(C1=O)[C@@H](CC2)C(=O)O)C(=O)OC (5S,8S,10aR)-5-[(tert-butoxycarbonyl)amino]-3-(methoxycarbonyl)-6-oxo-octahydropyrrolo[1,2-a][1,5]diazocine-8-carboxylic acid